COC=1C=C(C=CC1)[C@@H]1CCC(O1)=O (S)-5-(3-methoxyphenyl)dihydrofuran-2(3H)-one